N-[3-(2-aminoquinazolin-7-yl)-2,4-difluorophenyl]-5-chloro-2-methoxypyridine-3-sulfonamide NC1=NC2=CC(=CC=C2C=N1)C=1C(=C(C=CC1F)NS(=O)(=O)C=1C(=NC=C(C1)Cl)OC)F